2-(4-Chloro-7-azaindol-2-yl)piperidine-1-carboxylic acid tert-butyl ester C(C)(C)(C)OC(=O)N1C(CCCC1)C=1NC2=NC=CC(=C2C1)Cl